NC=1C=C(N=NC1)C=1C=NC2=CC(=NC=C2C1)N(C)CC1=CC=C(C=C1)OC 3-(5-aminopyridazin-3-yl)-N-(4-methoxybenzyl)-N-methyl-1,6-naphthyridin-7-amine